6-(5-chloro-2-fluorophenyl)-3-({[3-(methoxymethyl)-2-oxooxolan-3-yl]methyl}(methyl)amino)pyridazine-4-carboxylic acid trifluoroacetic acid salt FC(C(=O)O)(F)F.ClC=1C=CC(=C(C1)C1=CC(=C(N=N1)N(C)CC1(C(OCC1)=O)COC)C(=O)O)F